CC(CC(C)(C)C)(C)C1=CC=C(C=C1)OC(C(C(=O)OC1=CC=C(C=C1)C(CC(C)(C)C)(C)C)(CC1=CC(=C(C(=C1)C(C)(C)C)O)C(C)(C)C)CC1=CC(=C(C(=C1)C(C)(C)C)O)C(C)(C)C)=O bis[4-(1,1,3,3-tetramethyl butyl)phenyl]-2,2-bis(3,5-di-tert-butyl-4-hydroxy benzyl)malonate